tert-butyl 4-(1-methyl-2-(4-(methylsulfonyl) phenyl)-4-(trifluoromethyl)-1H-imidazo[4,5-c]pyridin-6-yl)-3,6-dihydropyridine-1(2H)-carboxylate CN1C(=NC=2C(=NC(=CC21)C=2CCN(CC2)C(=O)OC(C)(C)C)C(F)(F)F)C2=CC=C(C=C2)S(=O)(=O)C